[Na+].[Si]([O-])([O-])([O-])O.[Ca+2] calcium silicate, sodium salt